tert-butyl 6-amino-5-fluoro-2H-spiro[benzofuran-3,4'-piperidine]-1'-carboxylate NC1=CC2=C(C=C1F)C1(CCN(CC1)C(=O)OC(C)(C)C)CO2